fluoro-2',3'-dimethoxy-6-methyl-[4,4'-bipyridine]-3-carboxylic acid methyl ester COC(=O)C=1C(=NC(=CC1C1=C(C(=NC=C1)OC)OC)C)F